N-(5-Chloro-6-(2H-1,2,3-triazol-2-yl)pyridin-3-yl)-1-(2-(difluoromethyl)chinolin-5-yl)-5-(trifluoromethyl)-1H-pyrazol-4-carboxamid ClC=1C=C(C=NC1N1N=CC=N1)NC(=O)C=1C=NN(C1C(F)(F)F)C1=C2C=CC(=NC2=CC=C1)C(F)F